tert-butyl 5-oxo-2-azaspiro[3.4]oct-6-ene-2-carboxylate O=C1C2(CN(C2)C(=O)OC(C)(C)C)CC=C1